C(C)(C)(C)OOC(C(=O)[O-])C(CC(C)(C)C)C tert.Butylperoxy-3,5,5-trimethylhexanoate